bis[3-[(1,3-dioxobutyl)amino]benzenesulfonic acid] calcium salt [Ca+2].O=C(CC(C)=O)NC=1C=C(C=CC1)S(=O)(=O)[O-].O=C(CC(C)=O)NC=1C=C(C=CC1)S(=O)(=O)[O-]